Cl.C(#N)C1=CC=C(C=C1)NC([C@H](N)C)=O N-(4-cyanophenyl)-D-alaninamide hydrochloride